CC1=C(C(=C(C2=C1O[C@](CC2)(C)CCC[C@H](C)CCC[C@H](C)CCCC(C)C)C)OP(=O)(O)O)C α-tocopherylphosphate